2-(1-(3-(benzyloxy)-6-methylpyridin-2-yl)imidazo[1,5-a]pyridin-3-yl)-6-fluorophenol C(C1=CC=CC=C1)OC=1C(=NC(=CC1)C)C=1N=C(N2C1C=CC=C2)C2=C(C(=CC=C2)F)O